[N+](=O)([O-])C1=CC=C(C=C1)S(=O)(=O)OC1CC(C1)OC1CCN(CC1)C(=O)OC(C)(C)C tert-butyl 4-[(1S,3S)-3-[(4-nitrobenzenesulfonyl)oxy]cyclobutoxy]piperidine-1-carboxylate